NCC=1C=C(C=CC1)C=1C=CC2=C(C(=C(O2)CC)COC2=C(C=CC(=C2)C)CC(=O)OCC)C1 ethyl 2-(2-((5-(3-(aminomethyl)phenyl)-2-ethylbenzofuran-3-yl)methoxy)-4-methylphenyl)acetate